5-tert-butyl((5-iodo-2,2-dimethylpentyl)oxy)dimethylsilane C(C)(C)(C)C(CCC(CO[SiH](C)C)(C)C)I